C(C)(C)(C1=CC(=C(C=C1)O)C)C1=CC(=C(C=C1)O)C 4,4'-Isopropylidenbis(2-Methylphenol)